Racemic-3-(isoquinolin-4-yl)-2-oxo-1-(4-(trifluoromethyl)phenyl)imidazolidine-4-carbonitrile C1=NC=C(C2=CC=CC=C12)N1C(N(C[C@@H]1C#N)C1=CC=C(C=C1)C(F)(F)F)=O |r|